ClC=1N=C2C(=C(C(N(C2=CC1)C)=O)C#N)N1CCN(CC1)CC1=C(C=CC=C1)OC(F)(F)F 6-chloro-1-methyl-2-oxo-4-(4-{[2-(trifluoromethoxy)phenyl]methyl}piperazin-1-yl)-1,2-dihydro-1,5-naphthyridine-3-carbonitrile